1-(prop-2-en-1-yl)cyclobutane-1-carboxamide C(C=C)C1(CCC1)C(=O)N